N-benzhydryl-(1R)-1-(4-trifluoromethylphenyl)ethylamine C(C1=CC=CC=C1)(C1=CC=CC=C1)N[C@H](C)C1=CC=C(C=C1)C(F)(F)F